trifluorophenyl-thiourea FN(C(N(C1=CC=CC=C1)F)=S)F